[N+](=O)([O-])C1=CC2=CN(N=C2C=C1O)C1CCNCC1 5-Nitro-2-(piperidin-4-yl)-2H-indazol-6-ol